FC=1C=C(C=C(C1)N1CCOCC1)B(O)O 3-FLUORO-5-MORPHOLINOPHENYLBORONIC ACID